2-((4-((2,3,6-trifluorobenzyl)sulfonyl)phenyl)thio)pyrimidin-4-amine FC1=C(CS(=O)(=O)C2=CC=C(C=C2)SC2=NC=CC(=N2)N)C(=CC=C1F)F